C1(CC1)C1=CC=2N(C(=C1)CC(C(=O)OCC)(C)C)N=C(C2)CO ethyl 3-(5-cyclopropyl-2-(hydroxymethyl)pyrazolo[1,5-a]pyridin-7-yl)-2,2-dimethylpropanoate